FC(C=1C=CC=2N(C1)C(=CN2)C2=CC=CC(=N2)N[C@H]2[C@@H](CNCC2)F)F 6-(6-(difluoromethyl)imidazo[1,2-a]pyridin-3-yl)-N-((3R,4R)-3-fluoropiperidin-4-yl)pyridin-2-amine